(endo)-2-((5-(2-fluoro-5-methylphenyl)-2,3-dihydro-1H-indol-1-yl)carbonyl)-7-azabicyclo[2.2.1]heptane-7-carbonitrile FC1=C(C=C(C=C1)C)C=1C=C2CCN(C2=CC1)C(=O)C1C2CCC(C1)N2C#N